5-(benzyloxy)-2,4-difluorobenzoic acid C(C1=CC=CC=C1)OC=1C(=CC(=C(C(=O)O)C1)F)F